(5-(1-((tert-butoxycarbonyl)(ethyl)amino)ethyl)furo[3,2-b]Pyridin-7-yl)Boric acid C(C)(C)(C)OC(=O)N(C(C)C1=CC(=C2C(=N1)C=CO2)OB(O)O)CC